(9E)-9-dodecenol C(CCCCCCC\C=C\CC)O